1-bromo-2-(methoxymethyl)benzene BrC1=C(C=CC=C1)COC